2-Fluoro-4-methoxy-5-nitrobenzaldehyde FC1=C(C=O)C=C(C(=C1)OC)[N+](=O)[O-]